ClC1=CC(=C(COC2=C(C=C(C(=N2)C2CCN(CC2)CC2=NC3=C(N=NC(=C3)C(=NO)N)N2C[C@H]2OCC2)F)F)C=C1)F (S)-6-((4-(6-((4-chloro-2-fluorobenzyl)oxy)-3,5-difluoropyridin-2-yl)piperidin-1-yl)methyl)-N'-hydroxy-7-(oxetan-2-ylmethyl)-7H-imidazo[4,5-c]pyridazine-3-carboxamidine